Lithium-Nickel-Aluminium [Al].[Ni].[Li]